OC[C@H](C1=CC=CC=C1)NC1=CC(=NC=C1C=1OC(=NN1)C=1C=NC=CC1)NC1=CC=C2C(=N1)N(N(C2=O)C)C(C)C (S)-6-((4-((2-hydroxy-1-phenylethyl)amino)-5-(5-(pyridin-3-yl)-1,3,4-oxadiazol-2-yl)pyridin-2-yl)amino)-1-isopropyl-2-methyl-1,2-dihydro-3H-pyrazolo[3,4-b]pyridin-3-one